ClCCN1C(=NC=C1)C 1-(2-chloroethyl)-2-methyl-1H-imidazole